9-(((2S,3S,4S)-3-Ethyl-4-fluoro-5-oxopyrrolidin-2-yl)methoxy)tetrazolo[1,5-a]quinoline-4-carboxamide C(C)[C@H]1[C@H](NC([C@H]1F)=O)COC=1C=CC=C2C=C(C=3N(C12)N=NN3)C(=O)N